(2-((2R,3S,4S,5S,6R)-6-((6-(hex-5-ynamido)biphenylen-2-yl)oxy)-3,4,5-trihydroxytetrahydro-2H-pyran-2-yl)ethyl)phosphonic acid C(CCCC#C)(=O)NC=1C=C2C=3C=CC(=CC3C2=CC1)O[C@@H]1[C@H]([C@H]([C@@H]([C@H](O1)CCP(O)(O)=O)O)O)O